N-((1r,4R)-4-(3-chloro-4-cyanophenoxy)cyclohexyl)-6-((R)-2-((4-(4-(2,4-dioxotetrahydropyrimidin-1(2H)-yl)-1H-indol-1-yl)piperidin-1-yl)methyl)morpholino)pyridazine-3-carboxamide ClC=1C=C(OC2CCC(CC2)NC(=O)C=2N=NC(=CC2)N2C[C@H](OCC2)CN2CCC(CC2)N2C=CC3=C(C=CC=C23)N2C(NC(CC2)=O)=O)C=CC1C#N